(3-(1H-1,2,3-triazol-1-yl)phenyl)boronic acid N1(N=NC=C1)C=1C=C(C=CC1)B(O)O